C(C=C)(=O)NC=1C(=CC(=C(C1)NC1=NC=C(C(=N1)C1=CN(C2=CC=CC=C12)C)C(=O)OC(C)C)OC)N1CC2C(C1)CC(C2)(C)NC(=O)OC(C)(C)C Isopropyl 2-((5-acrylamido-4-(5-((tert-butoxycarbonyl)amino)-5-methylhexahydrocyclopenta[c]pyrrol-2(1H)-yl)-2-methoxyphenyl)amino)-4-(1-methyl-1H-indol-3-yl)pyrimidine-5-carboxylate